1-(1-methyl-4-piperidinyl)-5-nitro-indazole CN1CCC(CC1)N1N=CC2=CC(=CC=C12)[N+](=O)[O-]